methyl-benzylenebenzophenone CC=1C(C(C(=O)C2=CC=CC=C2)C=CC1)=CC1=CC=CC=C1